3-((2-ethylnonyl)oxy)propan-1-ol C(C)C(COCCCO)CCCCCCC